CC1=C(N=C(O1)C1=CC=C(C=C1)C)CCOC=1C=C2CC[C@H](C2=CC1)CC(=O)O (S)-2-(5-(2-(5-methyl-2-p-tolyloxazol-4-yl)ethoxy)-2,3-dihydro-1H-inden-1-yl)acetic acid